C1(=CC=CC=C1)S(=O)(=O)N1C(=CC2=C1N=C(N=C2N/N=C/C)C=2OC(=CC2)C)C(=O)OCC ethyl 7-(benzenesulfonyl)-4-[(2E)-2-ethylidenehydrazino]-2-(5-methyl-2-furyl)pyrrolo[2,3-d]pyrimidine-6-carboxylate